CCCCCCCCCCCCCCCCCCNCCCN N-octadecylpropane-1,3-diamine